6-fluoro-2-iodopyridin-3-yl acetate C(C)(=O)OC=1C(=NC(=CC1)F)I